2-[(2-methyl-1H-1,3-benzodiazol-6-yl)methyl]-5-phenyl-1,2-dihydro-2,7-naphthyridin-1-one CC1=NC2=C(N1)C=C(C=C2)CN2C(C1=CN=CC(=C1C=C2)C2=CC=CC=C2)=O